C(C)OC(=O)C1=CC(=NN1C(C)C)[N+](=O)[O-] ethyl-1-isopropyl-3-nitro-1H-pyrazole-5-carboxylate